C1(=CC=CC=C1)NCCC[Si](OC)(OC)OC N-phenyl-aminopropyl-trimethoxysilane